4-{[7-cyclobutyl-6-(3,8-diazabicyclo[3.2.1]octan-3-yl)-2-{[(2S)-1-methylpyrrolidin-2-yl]methoxy}-7H-purin-8-yl]oxy}-5-ethynyl-6-fluoro-2-naphthol C1(CCC1)N1C(=NC2=NC(=NC(=C12)N1CC2CCC(C1)N2)OC[C@H]2N(CCC2)C)OC2=CC(=CC1=CC=C(C(=C21)C#C)F)O